COC(=O)C1C2C(C2CN1C(C(C(C)(C)C)N)=O)(C)C 3-(2-amino-3,3-dimethyl-butyryl)-6,6-dimethyl-3-aza-bicyclo[3.1.0]hexane-2-carboxylic acid methyl ester